3-amino-1-fluorocyclobutane-1-carboxylate NC1CC(C1)(C(=O)[O-])F